CC(C(C#CC(O)(O)C)(C)C)CCCCC Tetramethyl-decynediol